C(C)(C)(C)OC(=O)N1C(CCCC1)C#CC1=C(C=C(C=C1)C#N)N.[N+](=O)([O-])C1=CC=C(C=C1)NC=1OC=C2C=CC=CC12 3-(4-nitrophenyl)aminoisobenzofuran tert-butyl-2-[2-(2-amino-4-cyano-phenyl)ethynyl]piperidine-1-carboxylate